BrC=1C=C(OCCN(C)C)C=C(C1)Br 2-(3,5-dibromophenoxy)-N,N-dimethylethylamine